2-(chloromethyl)-6-methylpyridine 1-oxide ClCC1=[N+](C(=CC=C1)C)[O-]